C(#N)CC(=O)N1C[C@@H](CCC1)NC1=C2C(=NC=C1C(=O)OCCC)NC=C2 propyl (R)-4-((1-(2-cyanoacetyl)piperidin-3-yl)amino)-1H-pyrrolo[2,3-b]pyridine-5-carboxylate